Ethyl 2-(4-aminophenoxy)propanoate NC1=CC=C(OC(C(=O)OCC)C)C=C1